FC=1C=C(C=C(C1OC1=C2C(=NC=C1)N(C=C2C2C(OCCC2)C)S(=O)(=O)C2=CC=C(C=C2)C)F)NC(=O)NCC2(COC2)F (+/-)-N-[3,5-difluoro-4-({1-(4-methylbenzene-1-sulfonyl)-3-(2-methyloxan-3-yl)-1H-pyrrolo[2,3-b]pyridin-4-yl}oxy)phenyl]-N'-[(3-fluorooxetan-3-yl)methyl]urea